C(CC(=O)O)C(=O)O.C1=CC=CC2=CC=CC=C12 naphthalene ethylenedicarboxylate